1-(3'-hydroxypropyl)-3-octylimidazole hexafluorophosphate F[P-](F)(F)(F)(F)F.OCCCN1CN(C=C1)CCCCCCCC